CN1C=C(C2=CC=C(C=C12)C#N)C1=NC(=NC=C1)Cl 1-methyl-3-(2-chloro-4-pyrimidinyl)-6-cyanoindole